N-hydrocinnamoyl-L-glutamine C(CCC1=CC=CC=C1)(=O)N[C@@H](CCC(N)=O)C(=O)O